ClC=1C=C(C=CC1C(NCCCCCN(C)C)=O)NC(=O)C=1N(C(=CN1)C1=C(C(=C(C=C1)OC)F)F)C N-[3-chloro-4-[5-(dimethylamino)pentylcarbamoyl]phenyl]-5-(2,3-difluoro-4-methoxyphenyl)-1-methylimidazole-2-carboxamide